NC=1C(N(C2=C(N1)SC(=C2)C(=O)NC2CCN(CC2)C[C@](CN2N=CN=C2)(O)C2=C(C=C(C=C2)F)F)C2=CC=C1C=CN(C1=C2)C2=CC=CC=C2)=O (R)-3-amino-N-(1-(2-(2,4-difluorophenyl)-2-hydroxy-3-(1H-1,2,4-triazol-1-yl)propyl)piperidin-4-yl)-2-oxo-1-(1-phenyl-1H-indol-6-yl)-1,2-dihydrothieno[2,3-b]pyrazine-6-carboxamide